CC1(N(CCC(C1)=O)C(=O)O)C 2,2-dimethyl-4-oxopiperidine-1-carboxylic acid